CN1C(=NC=C1C=1C(=NN(C1)C1=NC=CC=N1)C(F)(F)F)C(=O)N 1-methyl-5-(1-(pyrimidin-2-yl)-3-(trifluoromethyl)-pyrazol-4-yl)-imidazole-2-carboxamide